CC1=CC=C(C=C1)S(=O)(=O)OC1=C(C=CC=C1C1=C(C=CC2=CC=CC=C12)C)C (-)-2-Methyl-6-(2-methylnaphthalen-1-yl)phenyl 4-methylbenzenesulfonate